C(C)NC1CCC2=CC(=CC=C12)C(F)(F)F N-ethyl-5-(trifluoromethyl)-2,3-dihydro-1H-inden-1-amine